C(C)(C)(C)C1C=2[N+](CCC1)=NOC2[O-] 4-(tert-butyl)-4,5,6,7-tetrahydro-[1,2,3]oxadiazolo[3,4-a]pyridin-8-ium-3-olate